3-(pentyldithio)propan-1-ol C(CCCC)SSCCCO